O1C(OCCC1)[C@H]1C[C@H](N(C1)C(CNC(C1=CC=C(C=C1)OC1=CC=C(C=C1)F)=O)=O)C(=O)OCC1=CC=CC=C1 benzyl (2S,4S)-4-(1,3-dioxan-2-yl)-1-((4-(4-fluorophenoxy)benzoyl)glycyl)pyrrolidine-2-carboxylate